ClC=1C(=CC=2N(N1)C(C=C(N2)C2CC2)=O)C 7-chloro-2-cyclopropyl-8-methyl-pyrimido[1,2-b]Pyridazin-4-one